(Piperazin-1-yl)-N-methylpyridine-2-carboxamide N1(CCNCC1)C=1C(=NC=CC1)C(=O)NC